C1(=CC(=CC=C1)C(S(=O)(=O)C1=CC=C(C)C=C1)[N+]#[C-])C 1-M-TOLYL-1-TOSYLMETHYL ISOCYANIDE